3-[4-[3-[[1-[[4-[4-amino-3-(difluoromethyl)pyrazol-1-yl]cyclohexyl]methyl]-4-piperidyl]oxy]propyl]-3-methyl-2-oxobenzimidazol-1-yl]piperidine-2,6-dione NC=1C(=NN(C1)C1CCC(CC1)CN1CCC(CC1)OCCCC1=CC=CC=2N(C(N(C21)C)=O)C2C(NC(CC2)=O)=O)C(F)F